COC=1C=C2C=CC(=CC2=CC1)[C@@H](C(C([Se]C1=CC=CC=C1)[Se]C1=CC=CC=C1)=O)C (S)-3-(6-Methoxynaphthalen-2-yl)-1,1-bis(phenylselanyl)butan-2-one